N-ethyl-N'-(5-fluoro-2-methyl-4-(3-phenoxyoxetan-3-yl)phenyl)-N-methylformimidamide C(C)N(C=NC1=C(C=C(C(=C1)F)C1(COC1)OC1=CC=CC=C1)C)C